4'-(azidomethyl)[1,1-biphenyl]-2-carboxylic acid N(=[N+]=[N-])CC1=CC=C(C=C1)C=1C(=CC=CC1)C(=O)O